C1(CCC1)C1=NN(C(=C1C)NC(OC1CC(C1)C(F)F)=O)C (1s,3s)-3-(difluoromethyl)cyclobutyl (3-cyclobutyl-1,4-dimethyl-1H-pyrazol-5-yl)carbamate